CC1(CCC(CC1)O)O 4-methyl-1,4-cyclohexanediol